IC1=CC=C(C=C1)C=1N=NN=NC1C(F)(F)F 5-(4-iodophenyl)-6-(trifluoromethyl)-1,2,4-triazazine